Tert-Butyl 4-[(2-bromo-4-fluorophenyl)methyl]-3-oxopiperazine-1-carboxylate BrC1=C(C=CC(=C1)F)CN1C(CN(CC1)C(=O)OC(C)(C)C)=O